O1C(=O)C=CC2=CC=C(C=C12)C=CC(=O)ON1C(COCC1)C=CC1=CC(CC(C1)(C)C)=C(C#N)C#N 3-(2-(3-(dicyanomethylene)-5,5-dimethylcyclohexene-1-yl) vinyl)-4-morpholinyl coumarin-7-acrylate